N1-[2-(dimethylamino)ethyl]-N1,N2,N2-trimethylethane-1,2-diamine CN(CCN(CCN(C)C)C)C